3-(4-((1R,5S)-3,8-Diazabicyclo[3.2.1]octan-3-yl)-2-((2-chloropyrrolo[2,1-b]thiazol-6-yl)methoxy)-8-fluoropyrido[4,3-d]pyrimidin-7-yl)-5-chloro-4-(trifluoromethyl)phenol [C@H]12CN(C[C@H](CC1)N2)C=2C1=C(N=C(N2)OCC=2C=C3SC(=CN3C2)Cl)C(=C(N=C1)C=1C=C(C=C(C1C(F)(F)F)Cl)O)F